N,N-bis-(2-methoxyethyl)-3-oxo-3-phenylpropanamide COCCN(C(CC(C1=CC=CC=C1)=O)=O)CCOC